6-(5-Acetylpyrimidin-2-yl)-2,6-diazaspiro[3.3]heptane-2-carboxylic acid tert-butyl ester C(C)(C)(C)OC(=O)N1CC2(C1)CN(C2)C2=NC=C(C=N2)C(C)=O